CC1=C(C=C(C=C1)C)S(=O)(=O)NC=1C=C(C(=O)O)C=CC1 3-[(2,5-dimethylphenyl)sulfonylamino]benzoic acid